NC1=C(C(=NN1C(C)C)C1=CC=C(C=C1)CC(=O)NC1=CC(=NO1)C1=C(C=CC=C1)OC)C(=O)N 5-Amino-1-isopropyl-3-(4-(2-((3-(2-methoxyphenyl)isoxazol-5-yl)amino)-2-oxoethyl)phenyl)-1H-pyrazole-4-carboxamide